IC=1C=C(C[C@H](N)C(=O)O)C=C(C1OC1=CC(=C(C=C1)O)I)I 3,5,3'-triiodo-L-thyronine